tert-butyl (3R,4R)-4-(((7-(([1,1'-biphenyl]-4-ylmethyl)amino)-3-cyanopyrazolo[1,5-a]pyrimidin-5-yl)amino)methyl)-3-hydroxypiperidine-1-carboxylate C1(=CC=C(C=C1)CNC1=CC(=NC=2N1N=CC2C#N)NC[C@@H]2[C@H](CN(CC2)C(=O)OC(C)(C)C)O)C2=CC=CC=C2